2'-{4-[(3,3-Dimethylazetidin-1-yl)carbonyl]-5-methyl-1H-imidazol-2-yl}-5-morpholin-4-yl-3,4'-bipyridin CC1(CN(C1)C(=O)C=1N=C(NC1C)C1=NC=CC(=C1)C=1C=NC=C(C1)N1CCOCC1)C